Cl.Cl.CN methaneamine dihydrochloride